N-(4-(aminomethyl)-pyridin-2-yl)-5-(5-methyl-1H-pyrazol-4-yl)thiazolo[5,4-b]-pyridin-2-amine NCC1=CC(=NC=C1)NC=1SC2=NC(=CC=C2N1)C=1C=NNC1C